6-(1-(4-(2-Ethoxypyridin-4-yl)benzyl)-4-methoxy-1H-pyrrolo[3,2-c]pyridin-7-carboxamido)spiro[3.3]heptan C(C)OC1=NC=CC(=C1)C1=CC=C(CN2C=CC=3C(=NC=C(C32)C(=O)NC3CC2(CCC2)C3)OC)C=C1